C(OCC(F)(F)F)([O-])=O (2,2,2-trifluoroethyl) carbonate